C(=O)(OCC)NC(=N)NC(=O)OCC N,N'-dicarbethoxyguanidine